C(C)C1CC(CC1)=CC(C=O)C 3-(3-ethylcyclopentylidene)-2-methylpropionaldehyde